5-chloro-1-(4-cyclopropylbenzyl)-1H-benzo[d][1,2,3]triazole-7-carboxylic acid ClC1=CC2=C(N(N=N2)CC2=CC=C(C=C2)C2CC2)C(=C1)C(=O)O